CCCCC/C=C/C=C/C=C/C(=C/1\\C(=O)C(N(C1=O)C)CO)/O The molecule is a member of the class of pyrrolidin-2-ones with formula C18H25NO4, originally isolated from Aspergillus niger. It has a role as an Aspergillus metabolite and a marine metabolite. It is a member of pyrrolidin-2-ones, an enol and a primary alcohol.